heptadecyl-octyl-triethoxysilane C(CCCCCCCCCCCCCCCC)C(C)O[Si](OCC)(OCC)CCCCCCCC